C(C)(C)(C)C1=C(C(=CC(=C1)CCC(=O)OCCCCCCCCCCCCCCCCCC)C(C)(C)C)O 2,6-di-tert-butyl-4-(octadecanoxy-carbonylethyl)phenol